C(=O)O.C(C)OC1=NC(=NC=C1C(=O)NC=1C=NC=2N(C1)C=C(N2)C)N2CC(CC2)NC 4-ethoxy-2-(3-(methylamino)pyrrolidin-1-yl)-N-(2-methylimidazo[1,2-a]pyrimidin-6-yl)pyrimidine-5-carboxamide formate